BrC1=CC=C(C=C1)NN 1-bromo-4-(1,2-diazaethyl)benzene